1-ethyl-3-methylimidazolium bis((perfluoroethyl)sulfonyl)imide [N-](S(=O)(=O)C(F)(F)C(F)(F)F)S(=O)(=O)C(F)(F)C(F)(F)F.C(C)N1C=[N+](C=C1)C